(S)-3-(3-fluorophenethoxy)-7,8,8a,9-tetrahydropyrrolo[1',2':3,4]imidazo[1,2-c]pyrimidin-1(6H)-one FC=1C=C(CCOC=2C=C3N(C(N2)=O)C[C@H]2N3CCC2)C=CC1